4-(2-hydroxy-2-methyl-propylamino)-2-methylsulfanyl-pyrimidine-5-carbaldehyde OC(CNC1=NC(=NC=C1C=O)SC)(C)C